OCCN1CCN(CC1)CS(=O)(=O)O N-(2-hydroxyethyl)piperazine-N'-methanesulfonic acid